CC1(CN(C1)C1=NC(=CC2=C1N=C(N=C2)NC2=C(C=C(C=C2)C2=NN=CN2C)OCC)C)C 8-(3,3-dimethylazetidin-1-yl)-N-(2-ethoxy-4-(4-methyl-4H-1,2,4-triazol-3-yl)phenyl)-6-methylpyrido[3,4-d]pyrimidin-2-amine